CN(CCN(C1=NC(=C(C=C1NC(C=C)=O)NC1=NC=NC(=N1)N1CC(C2=NC(=CC=C21)C)(C)C)OC(C)C)C)C N-(2-((2-(dimethylamino)ethyl)(methyl)amino)-6-isopropoxy-5-((4-(3,3,5-trimethyl-2,3-dihydro-1H-pyrrolo[3,2-b]pyridin-1-yl)-1,3,5-triazin-2-yl)amino)pyridin-3-yl)acrylamide